OC=1C=C(C(=O)O)C=CC1C(C=CC1=CC(=C(C=C1)SC)OC)=O 3-Hydroxy-4-3-[3-methoxy-4-(methylsulfanyl)phenyl]prop-2-enoylbenzoic acid